C(C#C)OC1=C(C=O)C=C(C(=C1)C=O)OCC#C 2,5-bis(prop-2-yne-1-yloxy)terephthalaldehyde